C1(=CC=CC=C1)N1C=2C=CC3=C(C2C=2C4=C(C(=CC12)C=1C2=CC=CC=C2C(=C2C=CC=CC12)C1=CC=CC=C1)C=CC=C4)C=CC=C3 7-phenyl-5-(10-phenyl-9-anthryl)-7H-dibenzo[c,g]carbazole